6-((2-(2,6-dioxopiperidin-3-yl)-1-oxoisoindolin-4-yl)amino)hexanoic acid O=C1NC(CCC1N1C(C2=CC=CC(=C2C1)NCCCCCC(=O)O)=O)=O